CC(CC)S(=O)(=O)N butan-2-sulfonamid